FC(C(=O)OCC(C)C)(C(C(=O)OCC(C)C)(F)F)F diisobutyl 2,2,3,3-tetrafluorosuccinate